6-(7,8-dihydro-5H-1,6-naphthyridin-6-yl)-N-[(1,1-dioxo-2,3-dihydrobenzothiophen-5-yl)methyl]-5-methyl-pyridine-3-carboxamide N1=CC=CC=2CN(CCC12)C1=C(C=C(C=N1)C(=O)NCC=1C=CC2=C(CCS2(=O)=O)C1)C